CC(C(=O)O)(CCC(=O)O)C 2,2-Dimethyl-glutaric acid